(8R)-5-benzyl-5-azaspiro[3.5]nonan C(C1=CC=CC=C1)N1C2(CCC2)CCCC1